C(C)(C)(C)[S@@](=O)\N=C(/C)\C=1C(=C(C=CC1)C(C(=O)OCC)(F)F)F (R,E)-ethyl 2-(3-(1-((tert-butylsulfinyl)imino)ethyl)-2-fluorophenyl)-2,2-difluoroacetate